BrC1=C(C=C(C(=O)NC2=NC(=NC(=C2)C)N2CCC(CC2)(F)F)C=C1)N1CCC2(CC2)CC1 4-Bromo-N-(2-(4,4-difluoropiperidin-1-yl)-6-methylpyrimidin-4-yl)-3-(6-azaspiro[2.5]oct-6-yl)benzamide